The molecule is an indolecarboxamide obtained by formal condensation of the carboxy group of indole-2-carboxylic acid with the exocyclic amino group of (3S)-3-amino-1-methyl-5-phenyl-1,3-dihydro-1,4-benzodiazepin-2-one. A cholecystokinin antagonist used for treatment of gastrointestinal disorders. It has a role as a cholecystokinin antagonist, a gastrointestinal drug, an antineoplastic agent and an apoptosis inducer. It is a 1,4-benzodiazepinone and an indolecarboxamide. CN1C2=CC=CC=C2C(=N[C@@H](C1=O)NC(=O)C3=CC4=CC=CC=C4N3)C5=CC=CC=C5